FC(C1=NN=C(O1)C=1C=NC(=NC1)NC=1C=C(C2=C(NC=N2)C1)C1=C(C=C(C=C1)I)F)F N-(5-(5-(difluoromethyl)-1,3,4-oxadiazol-2-yl)pyrimidin-2-yl)-4-(2-fluoro-4-iodophenyl)-1H-benzo[d]imidazol-6-amine